BrC1=CSC2=C1N=CN=C2N2CCC(CC2)NCCCC2=CC=C(C=C2)F N-[1-(7-bromothieno[3,2-d]pyrimidin-4-yl)-4-piperidinyl]-3-(4-fluorophenyl)propylamine